4-(1-carbamimidoyl-1,2,3,6-tetrahydro-pyridin-4-yl)-N-[4-(1-carbamimidoyl-1,2,3,6-tetrahydro-pyridin-4-yl)-2,5-difluoro-phenyl]-3-fluoro-benzamide C(N)(=N)N1CCC(=CC1)C1=C(C=C(C(=O)NC2=C(C=C(C(=C2)F)C=2CCN(CC2)C(N)=N)F)C=C1)F